(5S,5'S)-5,5'-((((2,2'-Dichloro-[1,1'-biphenyl]-3,3'-diyl)bis(1-methyl-1,2,3,4-tetrahydro-1,8-naphthyridine-7,4-diyl))bis(azanediyl))bis(methylene))bis(pyrrolidin-2-one) ClC1=C(C=CC=C1C1=CC=C2C(CCN(C2=N1)C)NC[C@@H]1CCC(N1)=O)C1=C(C(=CC=C1)C1=CC=C2C(CCN(C2=N1)C)NC[C@@H]1CCC(N1)=O)Cl